OC(C(C(=O)O)C)C 3-hydroxy-2-methylbutanoic acid